2-[[1-[[2-(2-hydroxyethoxy)-1-naphthyl]-phenyl-methyl]-2-naphthyl]oxy]ethanol OCCOC1=C(C2=CC=CC=C2C=C1)C(C1=C(C=CC2=CC=CC=C12)OCCO)C1=CC=CC=C1